dimethylamino-morpholino-carbenium hexafluorophosphate F[P-](F)(F)(F)(F)F.CN(C)[CH+]N1CCOCC1